C1(CC1)C1=CC(=NO1)CNC(=O)C1=C(C2=C(CCC3=CN(N=C23)C[C@@H]2OC=3C(=NC=CC3)OC2)O1)C N-[(5-cyclopropyl-1,2-oxazol-3-yl)methyl]-2-[(2S)-2,3-dihydro[1,4]dioxino[2,3-b]pyridin-2-ylmethyl]-8-methyl-4,5-dihydro-2H-furo[2,3-g]indazole-7-carboxamide